[1,4]oxazine-6-carboxylate O1CC=NC=C1C(=O)[O-]